NC1=C(C(=NC=N1)C=1C(=C(C=C(C1)F)NC(C1=C(C=C(C=C1)C1CC1)F)=O)C)OCCN(C(C=C)=O)CC N-(3-(6-Amino-5-(2-(N-ethylacrylamido)ethoxy)pyrimidin-4-yl)-5-fluoro-2-methylphenyl)-4-cyclopropyl-2-fluorobenzamide